4-chloro-2,2-dideuterio-7-[4-(trifluoromethoxy)phenyl]-3H-benzofuran-5-amine ClC1=C(C=C(C2=C1CC(O2)([2H])[2H])C2=CC=C(C=C2)OC(F)(F)F)N